S(=O)(=O)(C=1NC=CC1)C=1NC=CC1 sulfonyl-dipyrrole